3-Aminopropyltris-(methoxyethoxyethoxy)silan 3-(5-(1H-tetrazol-5-yl)pyridin-3-yl)phenyl-cyclopentylcarbamate (Z)-eicosa-11-en-1-yl-acetate C(CCCCCCCCC\C=C/CCCCCCCC)CC(=O)O.N1N=NN=C1C=1C=C(C=NC1)C=1C=C(C=CC1)N(C(O)=O)C1CCCC1.NCCC[Si](OCCOCCOC)(OCCOCCOC)OCCOCCOC